3-methyl-iodo-pentane CC(CCI)CC